(1S,3aR,6aS)-N-((S)-1-cyano-2-((S)-2-oxopyrrolidin-3-yl)ethyl)-2-(4-methoxy-1H-indole-2-carbonyl)-5,5-difluorooctahydrocyclopenta[c]pyrrole-1-carboxamide C(#N)[C@H](C[C@H]1C(NCC1)=O)NC(=O)[C@H]1N(C[C@H]2[C@@H]1CC(C2)(F)F)C(=O)C=2NC1=CC=CC(=C1C2)OC